C(C)OC(C(CCCOCC(C)(C)N)(C(F)(F)F)O)=O 5-(2-amino-2-methyl-propoxy)-2-hydroxy-2-(trifluoromethyl)pentanoic acid ethyl ester